4-amino-N-((3-fluoropyridin-2-yl)methyl)-1-methyl-N-(2-(1-methyl-1H-pyrazol-4-yl)-4,5,6,7-tetrahydrobenzofuran-4-yl)-1H-pyrazolo[4,3-c]quinoline-8-carboxamide NC1=NC=2C=CC(=CC2C2=C1C=NN2C)C(=O)N(C2CCCC1=C2C=C(O1)C=1C=NN(C1)C)CC1=NC=CC=C1F